2-CHLORO-5-METHOXYPYRIDINE-3-CARBOXALDEHYDE ClC1=NC=C(C=C1C=O)OC